FC=1C=C2C(C(=CN(C2=NC1N1CC(C1)N1N=CC=C1)C=1SC=CN1)C(=O)O)=O 6-fluoro-4-oxo-7-[3-(1H-pyrazol-1-yl)azetidin-1-yl]-1-(1,3-thiazol-2-yl)-1,4-dihydro-1,8-naphthyridine-3-carboxylic acid